C(C)OC(=O)C1=NN(C(=C1)C(=O)OCC)CCCC(=O)OCC 1-(4-ethoxy-4-oxo-butyl)pyrazole-3,5-dicarboxylic acid diethyl ester